(-)-(4aR,8aS)-6-(4-(4-Chlorobenzyl)piperidine-1-carbonyl)hexahydro-2H-pyrido[4,3-b][1,4]oxazin-3(4H)-one ClC1=CC=C(CC2CCN(CC2)C(=O)N2C[C@@H]3[C@@H](OCC(N3)=O)CC2)C=C1